N=1SN=C2C1C(=CC=C2C2=CC=C(N(C1=CC=CC=C1)C1=CC=CC=C1)C=C2)C2=CC=C(N(C1=CC=CC=C1)C1=CC=CC=C1)C=C2 4,4'-(benzo[c][1,2,5]thiadiazole-4,7-diyl)bis(N,N-diphenyl-aniline)